N-((2R,3S)-1-(5-fluoro-2-hydroxypyridin-4-yl)-2-((((CIS)-4-phenylcyclohexyl)oxy)methyl)pyrrolidin-3-yl)methanesulfonamide FC=1C(=CC(=NC1)O)N1[C@H]([C@H](CC1)NS(=O)(=O)C)CO[C@@H]1CC[C@@H](CC1)C1=CC=CC=C1